FC(C1CC(C1)(O)C1=CC=C(C=C1)C(F)(F)F)(F)F 3-(trifluoromethyl)-1-(4-(trifluoromethyl)phenyl)cyclobutanol